N-(5-((6-((R)-3-(3',5'-difluoro-[1,1'-biphenyl]-3-yl)-isoxazolidin-2-yl)-pyrimidin-4-yl)-amino)-4-methoxy-2-((R)-2-methyl-morpholino)phenyl)acrylamide FC=1C=C(C=C(C1)F)C1=CC(=CC=C1)[C@@H]1N(OCC1)C1=CC(=NC=N1)NC=1C(=CC(=C(C1)NC(C=C)=O)N1C[C@H](OCC1)C)OC